C(C)(=O)N1CCC(CC1)NC1=NC=C(C(=N1)C=1C=C(C=CC1)N1C(C(CC1)O)=O)F 1-(3-(2-((1-acetylpiperidin-4-yl)amino)-5-fluoropyrimidin-4-yl)phenyl)-3-hydroxypyrrolidin-2-one